ClC=1C=C2C(=CN=C(C2=CN1)OC)C(C)(C)NC1CCC1 N-(2-(6-chloro-1-methoxy-2,7-naphthyridin-4-yl)propan-2-yl)cyclobutanamine